3-(4-cyclopentyl-3,5-dimethoxystyryl)thiophene C1(CCCC1)C1=C(C=C(C=CC2=CSC=C2)C=C1OC)OC